[2-chloro-3-(3-methyl-4-pyridyl)phenyl]methanone ClC1=C(C=CC=C1C1=C(C=NC=C1)C)C=O